CC=1OC2=C(C(=NC(=C2)NC(=O)C2=CC=C(C3=CN(N=C23)C)N2CCN(CC2)C(=O)OC(C)(C)C)C)N1 tert-butyl 4-[7-({2,4-dimethyl-[1,3]oxazolo[4,5-c]pyridin-6-yl} carbamoyl)-2-methylindazol-4-yl]piperazine-1-carboxylate